CC1=C(C=CC=C1C(F)(F)F)NC(C(C)(C)C)=O N-[2-methyl-3-(trifluoromethyl)phenyl](2,2-dimethyl-propionamide)